N1(CCC1)C(=O)NCC(=O)N1C(CC(C1)F)C(=O)NC(C1=CC=CC=C1)C1=NC(=C(C=C1)C1CC1)F 1-{2-[(azetidine-1-carbonyl)amino]acetyl}-N-[(5-cyclopropyl-6-fluoropyridin-2-yl)(phenyl)methyl]-4-fluoropyrrolidine-2-carboxamide